C(#N)N1C2CCC(C1)[C@H]2NC(=O)C2=NNC(=C2)C2=C(C=CC=C2)OC2=CC=CC=C2 N-((7R)-2-Cyano-2-azabicyclo[2.2.1]heptan-7-yl)-5-(2-phenoxyphenyl)-1H-pyrazol-3-carboxamid